COC(C=1C(C(=O)OC)=CC(=CC1)OCCN1C(C(=CC2=CC(=CC=C12)[N+](=O)[O-])OC)=O)=O 4-[2-(3-methoxy-6-nitro-2-oxoquinolin-1-yl)ethoxy]phthalic acid 1,2-dimethyl ester